Formyl-pinane C(=O)C12C(CCC(C1(C)C)C2)C